N-(3-chloro-2,6-diisopropylphenylcarbamoyl)-4-(1-hydroxycyclopropyl)furan-2-sulfonamide ClC=1C(=C(C(=CC1)C(C)C)NC(=O)NS(=O)(=O)C=1OC=C(C1)C1(CC1)O)C(C)C